FC1=C(C=C(C=C1)NC(=O)[C@@H]1[C@@H]([C@@H]\2CC[C@H]1/C2=C/C(F)(F)F)NC(=O)C2CC(CCC2)C=2C=C(C(=O)O)C=CC2)C(F)(F)F 3-(3-(((1R-2R,3S,4R,Z)-3-((4-fluoro-3-(trifluoromethyl)phenyl)carbamoyl)-7-(2,2,2-trifluoroethylidene)bicyclo[2.2.1]heptan-2-yl)carbamoyl)cyclohexyl)benzoic acid